3-methoxy-N,N-bis(4-methoxyphenyl)aniline COC=1C=C(N(C2=CC=C(C=C2)OC)C2=CC=C(C=C2)OC)C=CC1